COC=1N=CC2=C(N1)C=C(N=C2)C2=CC=CC1=CC=CC=C21 methoxy-7-(naphthalen-1-yl)pyrido[4,3-d]pyrimidine